ClC1=NN2C(N=CC3=C2C(C[C@H]3C(=O)NC=3C=NC(=C(C3)Cl)OC3CC3)(C)C)=C1 (R)-2-chloro-N-(5-chloro-6-cyclopropoxypyridin-3-yl)-8,8-dimethyl-7,8-dihydro-6H-cyclopenta[e]pyrazolo[1,5-a]pyrimidine-6-carboxamide